3H-imidazo[4,5-c]pyridin-4-amine N1=CNC=2C(=NC=CC21)N